C(=O)O.OC1=C(C(N(C2=CC=CC=C12)CC(C)C)=O)C(=O)NC1=CC(=CC=C1)N1CCN(CC1)C 4-hydroxy-1-isobutyl-N-(3-(4-methylpiperazin-1-yl)phenyl)-2-oxo-1,2-dihydroquinoline-3-carboxamide formate